FC=1C(=C2C(=NC1)NC(=C2)C2COC2)C2CCN(CC2)C(=O)C2=C(N)C=C(C=C2)OC(F)(F)F 2-{4-[5-fluoro-2-(oxetan-3-yl)-1H-pyrrolo[2,3-b]pyridin-4-yl]piperidine-1-carbonyl}-5-(trifluoromethoxy)aniline